1-(3-(difluoromethoxy)-4-nitrophenyl)piperidin-4-one FC(OC=1C=C(C=CC1[N+](=O)[O-])N1CCC(CC1)=O)F